(2-hydroxyethoxy)potassium acetate C(C)(=O)O.OCCO[K]